BrC1=C2CN(CN(C2=C(C=C1)F)C)CC1=C(C=CC=C1)C(F)(F)F 5-bromo-8-fluoro-1-methyl-3-(2-(trifluoromethyl)benzyl)quinazoline